C1(CC1)C1=NC2=CC=CC=C2C(=C1)C(=O)N1CC(CCC1)C(=O)NC1=CC=CC=C1 1-(2-cyclopropylquinoline-4-carbonyl)-N-phenylpiperidine-3-carboxamide